OC(C)C=1C(=NC(=CC1)N1C=NC2=C1C=CC(=C2)NC2=NC=C(C=N2)C)N2N=C(C=C2C)C#N 1-[3-(1-Hydroxyethyl)-6-[5-[(5-methylpyrimidin-2-yl)amino]benzimidazol-1-yl]-2-pyridinyl]-5-methyl-pyrazole-3-carbonitrile